NC=1C(N(C=CC1)CC1=NC2=C(N1C(=O)OC(C)(C)C)C=C(C=C2CC(C)(C)C)F)=O tert-butyl 2-((3-amino-2-oxopyridin-1(2H)-yl)methyl)-6-fluoro-4-neopentyl-1H-benzo[d]imidazole-1-carboxylate